(S)-(4-bromo-2-(2-hydroxypropan-2-yl)oxazol-5-yl)(4-(5-fluorobenzo[d]oxazol-2-yl)-6,7-dihydro-1H-imidazo[4,5-c]pyridin-5(4H)-yl)methanone BrC=1N=C(OC1C(=O)N1[C@@H](C2=C(CC1)NC=N2)C=2OC1=C(N2)C=C(C=C1)F)C(C)(C)O